C(C)(C)C1=CC=C(C=C1)CN1C(CCC1=O)CC(=O)N[C@H](C(=O)OC)CC(C)C methyl (2S)-2-[[2-[1-[(4-isopropylphenyl)methyl]-5-oxopyrrolidin-2-yl]acetyl]amino]-4-methylpentanoat